C(=O)C1CCC(CC1)N1N=C2C=C(C(=CC2=C1)NC(=O)C1=NC(=CC=C1)C(F)(F)F)N1[C@H]2CO[C@@H](C1)C2 N-[2-(4-formylcyclohexyl)-6-[(1R,4R)-2-oxa-5-azabicyclo[2.2.1]heptan-5-yl]indazol-5-yl]-6-(trifluoromethyl)pyridine-2-carboxamide